OCC1=C2CCN(C2=CC(=C1)C(=O)O)S(=O)(=O)C 4-(hydroxymethyl)-1-(methylsulfonyl)indoline-6-carboxylic acid